BrC1=C(N)C=CC(=C1)S(=O)(=O)C 2-bromo-4-(methylsulfonyl)aniline